1,1,2,2,3,3,4,4,5,5,6,6,7,7,8,8,8-heptadecafluorooctane-1-sulfonic acid fluoride FC(C(C(C(C(C(C(C(F)(F)F)(F)F)(F)F)(F)F)(F)F)(F)F)(F)F)(S(=O)(=O)F)F